6-{8-[(2-cyano-2-methylideneethyl)amino]-7-methoxynaphthalen-2-yl}-N-(1,5-dihydroxypentan-3-yl)pyridine-2-carboxamide C(#N)C(CNC=1C(=CC=C2C=CC(=CC12)C1=CC=CC(=N1)C(=O)NC(CCO)CCO)OC)=C